C[SiH]1O[SiH2]O[SiH2]O1 Methylcyclotrisiloxane